CC(C(=O)[O-])(CC(C)C)C(C)C.[Ag+] silver 2,4-dimethyl-2-isopropylpentanoate